1-(1-acetylpiperidine-4-yl)-3-(4-(5-(difluoromethyl)-1,3,4-oxadiazole-2-yl)-2-fluorobenzyl)-5-(trifluoromethyl)-1,3-dihydro-2H-benzo[d]imidazole-2-one C(C)(=O)N1CCC(CC1)N1C(N(C2=C1C=CC(=C2)C(F)(F)F)CC2=C(C=C(C=C2)C=2OC(=NN2)C(F)F)F)=O